[Cl-].C(CCCCC)(=O)[C@](O)(C[N+](C)(C)C)CC([O-])=O |r| (±)-Caproyl-carnitine chloride